C(C)C1(C(OCC=2C(N3CC=4C(=NC=5C=C(C(=C6C5C4C(CC6)C(C(=O)N)C(C)O)C)F)C3=CC21)=O)=O)O (9-ethyl-5-fluoro-9-hydroxy-4-methyl-10,13-dioxo-2,3,9,10,13,15-hexahydro-1H,12H-benzo[de]pyrano[3',4':6,7]indolizino[1,2-b]quinolin-1-yl)-3-hydroxybutanamide